FC(C1=CC=C(C(N1)=O)C(=O)NC1C2=CC=CC=C2SC=2C=C(C=CC12)C)F 6-(difluoromethyl)-N-(3-methyl-9H-thioxanthen-9-yl)-2-oxo-1,2-dihydropyridine-3-carboxamide